3-(2-(4-((5-(2-chloro-4-phenoxybenzoyl)-7H-pyrrolo[2,3-d]pyrimidin-4-yl)amino)piperidin-1-yl)-2-oxoethyl)cyclobutan-1-one ClC1=C(C(=O)C2=CNC=3N=CN=C(C32)NC3CCN(CC3)C(CC3CC(C3)=O)=O)C=CC(=C1)OC1=CC=CC=C1